ClC1=NC(=C(C(=O)OCC)C=C1)N[C@@H]1[C@H]([C@H]([C@@]2(CO[C@H]1O2)CO)O)O ethyl 6-chloro-2-(((1S,2R,3R,4R,5S)-2,3-dihydroxy-1-(hydroxymethyl)-6,8-dioxabicyclo[3.2.1]octan-4-yl)amino)nicotinate